N-(cyclopropyl)-4-(diisopropyl)amino-10H-cyclohepta-[7,6-b]indole-7-carboxamide C1(CC1)NC(=O)C1=CC=2NC3=C(C=CC=C3C2CC=C1)N(C(C)C)C(C)C